(S)-6-(4-(1-acryloyl-4-(methylsulfonyl)piperazin-2-yl)-6-chloropyridin-2-yl)-N-methylpyrimidine-4-carboxamide C(C=C)(=O)N1[C@H](CN(CC1)S(=O)(=O)C)C1=CC(=NC(=C1)Cl)C1=CC(=NC=N1)C(=O)NC